[N+](=O)([O-])C1=CNC2=CC=C(C=C12)N1C(CN(CC1)C(=O)OC(C)(C)C)=O tert-butyl 4-(3-nitro-1H-indol-5-yl)-3-oxo-piperazine-1-carboxylate